FC1=CC=C(C=C1)N1N=CC2=C1C[C@@H]1CCN(C[C@]1(C2)C(=O)C2=NC=CC(=C2)C(F)(F)F)S(=O)(=O)C2=NN(N=C2)C ((4aR,8aS)-1-(4-Fluorophenyl)-6-((2-methyl-2H-1,2,3-triazol-4-yl)sulfonyl)-4,4a,5,6,7,8,8a,9-octahydro-1H-pyrazolo[3,4-g]isochinolin-4a-yl)(4-(trifluoromethyl)pyridin-2-yl)methanon